C(C)OC1=C(C2=CC=CC=C2C=C1)B(O)O 2-ETHOXY-1-NAPHTHALENEBORONIC ACID